(E)-3-methyl-4-(2,6,6-tri-methylcyclohex-2-en-1-yl)but-3-en-2-one C/C(/C(C)=O)=C\C1C(=CCCC1(C)C)C